5-hexen-1,2-diol C(C(CCC=C)O)O